CN1N=C(C=2C1=NC(=C(C2)C(=O)N)OC2CC1(C2)CC(C1)NC(=O)C=1C=NN2C1C=CC=C2)C 1,3-dimethyl-6-[(6-{pyrazolo[1,5-a]pyridine-3-amido}spiro[3.3]heptan-2-yl)oxy]-1H-pyrazolo[3,4-b]pyridine-5-carboxamide